N-[(1S)-2-hydroxy-1-[2-(methylamino)pyridin-4-yl]ethyl]propionamide OC[C@H](C1=CC(=NC=C1)NC)NC(CC)=O